5-(4-Methylpiperazin-1-yl)-2-(pyridin-2-yl)-4,5,6,7-tetrahydro-2H-indazol-3-ol CN1CCN(CC1)C1CC2=C(N(N=C2CC1)C1=NC=CC=C1)O